CN1N=NC2=C1C=CC(=C2C)[C@@H](CC(=O)OCC)C=2C=C(C1=C(C=CS1)C2)CN2CC1(OC3=C(C2)N=C(C=C3)O)CC1 ethyl (3S)-3-(1,4-dimethyl-1H-benzotriazole-5-yl)-3-{7-[(7'-hydroxy-3'H-spiro[cyclopropane-1,2'-pyrido[2,3-f][1,4]oxazepine]-4'(5'H)-yl)methyl]-1-benzothiophen-5-yl}propanoate